C(CCC)(=O)NC=1C(=C(C=CC1F)NC(=O)[C@@H]1C([C@H]1C1=CC(=C(C(=C1)Cl)Cl)Cl)(Cl)Cl)F (1R,3R)-N-(3-butyrylamino-2,4-difluorophenyl)-2,2-dichloro-3-(3,4,5-trichlorophenyl)cyclopropane-1-carboxamide